tert-butyl 3-[2-[2-[2-[2-[(4-nitrophenyl)sulfonylamino]ethoxy]ethoxy]ethoxy]ethoxy]propanoate [N+](=O)([O-])C1=CC=C(C=C1)S(=O)(=O)NCCOCCOCCOCCOCCC(=O)OC(C)(C)C